4,4'-furan-2,5-diylbis(2-fluorobenzimidazole) O1C(=CC=C1C1=CC=CC=2N=C(NC21)F)C2=CC=CC=1N=C(NC12)F